5-butyl-2-[(5-phenylisoxazol-3-yl)methylamino]-4H-[1,2,4]-triazolo[1,5-a]pyrimidin-7-one C(CCC)C=1NC=2N(C(C1)=O)N=C(N2)NCC2=NOC(=C2)C2=CC=CC=C2